3-[2-(6-fluoro-1,2-dimethyl-1,3-benzodiazol-5-yl)ethynyl]-1-[(3S,5R)-5-(methoxymethyl)-1-(prop-2-enoyl)pyrrolidin-3-yl]-5-(methylamino)pyrazole-4-carboxamide FC=1C(=CC2=C(N(C(=N2)C)C)C1)C#CC1=NN(C(=C1C(=O)N)NC)[C@@H]1CN([C@H](C1)COC)C(C=C)=O